N-(5-(4-(difluoromethoxy)phenyl)-2-methoxypyridin-3-yl)-2-((2R,6S)-2,6-dimethylmorpholino)pyrimidin-4-amine FC(OC1=CC=C(C=C1)C=1C=C(C(=NC1)OC)NC1=NC(=NC=C1)N1C[C@H](O[C@H](C1)C)C)F